FC=1C=C2C(=NC1)C(=C(N2)C2=CC(=NC=C2)N)C2=NC=CC=C2 4-[6-fluoro-3-(2-pyridyl)-1H-pyrrolo[3,2-b]pyridin-2-yl]pyridin-2-amine